trans-crotyl alcohol C(\C=C\C)O